(2S,4R)-2-((tert-butoxycarbonyl)amino)-4-(cyanomethyl)glutaric acid C(C)(C)(C)OC(=O)N[C@H](C(=O)O)C[C@@H](C(=O)O)CC#N